O=C1N[C@H]2[C@@H](OC1)CCN(C2)C(=O)OC2=CC=C(C=C2)[N+](=O)[O-] (4-nitrophenyl) (4aR,8aS)-3-oxo-4,4a,5,7,8,8a-hexahydropyrido[4,3-b][1,4]oxazine-6-carboxylate